[OH-].[OH-].OCC(C)(C)[N+](CC(C)([N+](C)(C)CC(C)O)C)(C)C N1-(1-hydroxy-2-methylpropan-2-yl)-N2-(2-hydroxypropyl)-N1,N1,N2,N2,2-pentamethylpropan-1,2-diaminium dihydroxide